N-(4-((6,7-dimethoxyquinolin-4-yl)oxy)phenyl)-1-(4-fluorophenyl)-4-methyl-6-oxo-1,6-dihydropyridazine-3-carboxamide COC=1C=C2C(=CC=NC2=CC1OC)OC1=CC=C(C=C1)NC(=O)C1=NN(C(C=C1C)=O)C1=CC=C(C=C1)F